2-((2R,4S)-2-(4-fluorobenzyl)-4-methylazepan-1-yl)-6-morpholinopyrimidin-4(3H)-one FC1=CC=C(C[C@@H]2N(CCC[C@@H](C2)C)C2=NC(=CC(N2)=O)N2CCOCC2)C=C1